5-(5-(trifluoromethyl)pyrimidin-2-yl)isoindolin FC(C=1C=NC(=NC1)C=1C=C2CNCC2=CC1)(F)F